ClC=1C=C(C=CC1)C1CC(C(C(C1)=O)=CNCCN(C)C)=O 5-(3-chlorophenyl)-2-(((2-(dimethylamino)ethyl)amino)methylene)cyclohexane-1,3-dione